FC1=CC=C(C=C1)N1C2NC3CNNC3CC2C(C1C1CCOCC1)I 4-(4-fluorophenyl)-6-iodo-5-tetrahydropyran-4-yl-2,4,10,11-tetraazatricyclo[7.3.0.03,7]dodecane